N-[[4-[(dimethylamino)methyl]-1-[4-(trifluoromethoxy)phenyl]pyrazolo[3,4-b]pyridin-3-yl]methyl]prop-2-enamide CN(C)CC1=C2C(=NC=C1)N(N=C2CNC(C=C)=O)C2=CC=C(C=C2)OC(F)(F)F